((2R,7aS)-2-Fluorotetrahydro-1H-pyrrolizin-7a(5H)-yl)methan-d2-ol F[C@@H]1C[C@@]2(CCCN2C1)C(O)([2H])[2H]